FC(C1=CC=C(C(=O)NC2=[N+](C=CC=C2)[O-])C=C1)(F)F 4-trifluoromethyl-benzoylaminopyridine 1-oxide